(2R)-N-[(3R,5S)-1-(8-cyanoquinoxalin-5-yl)-5-methylpiperidin-3-yl]-2-[ethyl-(methyl)amino]propanamide C(#N)C=1C=CC(=C2N=CC=NC12)N1C[C@@H](C[C@@H](C1)C)NC([C@@H](C)N(C)CC)=O